1,3-Dimethyl-2,4(1H,3H)-quinazolinedione CN1C(N(C(C2=CC=CC=C12)=O)C)=O